CSCC=1C=CC=CC1 3-((methylthio)methyl)benzene